C(C)N(C=1C=C2OC=3C=C(C=CC3C3(C2=CC1)OC(C1=CC=CC=C13)=O)C)C1=CC=C(C=C1)C 6'-[ethyl(p-tolyl)amino]-3'-methylspiro[isobenzofuran-1(3H),9'-[9H]xanthene]-3-one